4-chloro-2-[4-(2,6-dichlorobenzenesulfonyl)-1-piperazinyl]Benzothiazole-6-carboxylic acid ethyl ester C(C)OC(=O)C1=CC2=C(N=C(S2)N2CCN(CC2)S(=O)(=O)C2=C(C=CC=C2Cl)Cl)C(=C1)Cl